2-(4-ethylbenzoyl)-2,3,4,9-tetrahydro-1H-β-carboline C(C)C1=CC=C(C(=O)N2CC=3NC4=CC=CC=C4C3CC2)C=C1